CN1N=CN=N1 2-methyl-2H-1,2,3,4-tetrazol